COC1=C(C(=NC=C1C)CNC1=NC2=C(N1CCC1=CC=CC=C1)C=CC(=C2)C(=O)O)C 2-(((4-methoxy-3,5-dimethylpyridin-2-yl)methyl)amino)-1-phenethyl-1H-benzo[d]imidazole-5-carboxylic acid